1-(3,5-difluorobenzyl)-5-(1,5-dimethyl-6-oxo-1,6-dihydropyridin-3-yl)-3-methyl-1,3-dihydro-2H-benzo[d]imidazol-2-one FC=1C=C(CN2C(N(C3=C2C=CC(=C3)C3=CN(C(C(=C3)C)=O)C)C)=O)C=C(C1)F